FC=1C=C(C=C2NC(C(=NC12)C)=O)CN1[C@@H]2CN([C@H](C1)C2)C=2C=CC(=NC2C)C(=O)NC 5-((1S,4S)-5-((8-fluoro-2-methyl-3-oxo-3,4-dihydroquinoxalin-6-yl)methyl)-2,5-diazabicyclo[2.2.1]heptan-2-yl)-N,6-dimethylpicolinamide